spiro[indoline-3,3'-pyrrolidine] N1CC2(CC1)CNC1=CC=CC=C12